tert-butyl (S)-3-((methylsulfonyl)oxy)pyrrolidine-1-carboxylate CS(=O)(=O)O[C@@H]1CN(CC1)C(=O)OC(C)(C)C